C(C1=CC=CC=C1)N(C(C)=O)C1CCC(CC1)C[C@H]1N([C@H](CC1)C=O)C(=O)OC(C)(C)C tert-butyl (2S,5R)-2-(((1s,4R)-4-(N-benzylacetamido)cyclohexyl)methyl)-5-formylpyrrolidine-1-carboxylate